ethyl 5-cyclopropyl-1-(pyridin-3-yl)-1H-pyrazole-4-carboxylate C1(CC1)C1=C(C=NN1C=1C=NC=CC1)C(=O)OCC